CC(C)([NH2+]CCOC(C(=C)C)=O)C dimethyl-N-(2'-methacryloyloxyethyl)ethanaminium